5-methoxy-8,8-dimethyl-2-(4-(4-methylpiperazin-1-yl)phenyl)-4H,8H-pyrano[2,3-f]chromen-4-one COC1=C2C(=C3C=CC(OC3=C1)(C)C)OC(=CC2=O)C2=CC=C(C=C2)N2CCN(CC2)C